BrC1=CC(=C(CN2C(C3=NC=CC=C3C2=O)=O)C=C1)C 6-(4-Bromo-2-meth-ylbenzyl)-5H-pyrrolo[3,4-b]-pyridine-5,7(6H)-dione